COC=1N=C2C(=CC=NC2=CC1OC)OC1=C(C=C(C=C1)NC(=O)C=1C(N(C(NC1)=S)C1=CC=C(C=C1)F)=O)F N-[4-[(6,7-dimethoxy-1,5-naphthyridin-4-yl)oxy]-3-fluorophenyl]-3-(4-fluorophenyl)-4-oxo-2-sulfanylidene-1H-pyrimidine-5-carboxamide